BrC=1N=C(C(=NC1Cl)C=1C(=NC(=CC1)OCC)C(=O)N)NC1=C(C=CC=C1OC)OC (5-bromo-6-chloro-3-((2,6-dimethoxyphenyl)amino)pyrazin-2-yl)-6-ethoxypyridinecarboxamide